BrC=1C=NN2C1C=CC(=C2)C=2C=NC=NC2 3-bromo-6-(pyrimidin-5-yl)pyrazolo[1,5-a]pyridine